ClC1=C(C=C2C=C(N=CC2=C1)NC(=O)C1CCC(CC1)OC)C1CCN(CC1)C1(COCC1O)C N-(7-chloro-6-(1-(4-hydroxy-3-methyltetrahydrofuran-3-yl)piperidin-4-yl)isoquinolin-3-yl)-4-methoxycyclohexane-1-carboxamide